(R)-2-(1-cyclopropyl-3-methyl-4-oxo-1,4-dihydro-5H-pyrazolo[3,4-d]pyridazin-5-yl)-N-(1-(4-(trifluoromethyl)phenyl)ethyl)acetamide C1(CC1)N1N=C(C2=C1C=NN(C2=O)CC(=O)N[C@H](C)C2=CC=C(C=C2)C(F)(F)F)C